(Z)-3,7-dimethyl-2,6-octadienenitrile C/C(=C/C#N)/CCC=C(C)C